2-((4-(2-oxopyrrolidin-1-yl)phenyl)amino)quinazolin O=C1N(CCC1)C1=CC=C(C=C1)NC1=NC2=CC=CC=C2C=N1